O=C1NC(CCC1N1C(N(C2=C1C=CC(=C2)C2CCN(CC2)C[C@H]2CN(CC2)C(=O)OC(C)(C)C)C)=O)=O Tert-butyl (3S)-3-[[4-[1-(2,6-dioxo-3-piperidyl)-3-methyl-2-oxo-benzimidazol-5-yl]-1-piperidyl]methyl]pyrrolidine-1-carboxylate